CC1=NC=CC(=C1)NC(C)=O 2-methyl-4-acetylaminopyridine